2-(4,5-dichloro-6-oxopyridazin-1(6H)-yl)-N-(3-(N,N-dimethylsulfamoyl)-4-(2-hydroxyethyl)phenyl)acetamide ClC=1C=NN(C(C1Cl)=O)CC(=O)NC1=CC(=C(C=C1)CCO)S(N(C)C)(=O)=O